5-(1-{2-fluoro-4-[(1,3-thiazol-2-yl)methoxy]benzoyl}piperidin-4-yl)-4-methoxypyridin-2-amine trifluoroacetate FC(C(=O)O)(F)F.FC1=C(C(=O)N2CCC(CC2)C=2C(=CC(=NC2)N)OC)C=CC(=C1)OCC=1SC=CN1